3-(2-(2-Fluoro-5-(trifluoromethoxy)phenyl)-2,3,4,5-tetrahydro-1H-benzo[c]azepin-7-yl)propanoic acid FC1=C(C=C(C=C1)OC(F)(F)F)N1CC2=C(CCC1)C=C(C=C2)CCC(=O)O